I\C(=C/CO)\C (Z)-3-iodo-3-methylprop-2-en-1-ol